(R)-5-(3-benzyl-4-((1-methyl-1H-pyrazol-4-yl)sulfonyl)piperazin-1-yl)-1-(4-fluorophenyl)-1H-indazole C(C1=CC=CC=C1)[C@@H]1CN(CCN1S(=O)(=O)C=1C=NN(C1)C)C=1C=C2C=NN(C2=CC1)C1=CC=C(C=C1)F